4-(4-chloro-3,5-difluoro-phenyl)-6,7-dimethyl-2-[(2R,4R)-2-(2-methyl-4-pyridinyl)tetrahydropyran-4-yl]pteridine ClC1=C(C=C(C=C1F)C1=NC(=NC2=NC(=C(N=C12)C)C)[C@H]1C[C@@H](OCC1)C1=CC(=NC=C1)C)F